C(C)OC=1C(=CC2=CN(C(=C2C1)CCC1=CNC2=CC=C(C=C12)OC)C(=O)N1CCOCC1)OC (6-Ethoxy-5-methoxy-1-(2-(5-methoxy-1H-indol-3-yl)ethyl)isoindol-2-yl)(morpholinyl)methanone